2-[[5-ethylsulfonyl-6-[3-methyl-6-(trifluoromethyl)imidazo[4,5-b]pyridin-2-yl]-3-pyridinyl]oxy]-2-methyl-propionitrile C(C)S(=O)(=O)C=1C=C(C=NC1C1=NC=2C(=NC=C(C2)C(F)(F)F)N1C)OC(C#N)(C)C